5-chloro-1-(4-methoxyphenyl)-1H-1,2,3-triazole-4-carbaldehyde ClC1=C(N=NN1C1=CC=C(C=C1)OC)C=O